S1C=NC2=C1C=CC=C2N2C[C@H](CCC2)CN2[C@@H]([C@H]([C@@H]([C@H](C2)O)O)O)C (2R,3R,4R,5s)-1-(((R)-1-(benzo[d]thiazol-4-yl)piperidin-3-yl)methyl)-2-methylpiperidin-3,4,5-triol